CC=1N=C(SC1)C1=NC=CC=C1 (4-methylthiazol-2-yl)pyridine